FC(COC(=O)NC(C(=O)O)CCN(CCCCC1=NC=2NCCCC2C=C1)CCOC)(CC)F 2-(2,2-difluorobutoxycarbonylamino)-4-[2-methoxyethyl-[4-(5,6,7,8-tetrahydro-1,8-naphthyridin-2-yl)butyl]amino]butanoic acid